N[C@@H](C)C1=CC=NC2=C(C=C(C=C12)C1=NC(=NC=C1F)N[C@H]1[C@@H](COCC1)O)F (3S,4R)-4-((4-(4-((S)-1-aminoethyl)-8-fluoroquinolin-6-yl)-5-fluoropyrimidin-2-yl)amino)tetrahydro-2H-pyran-3-ol